BrC=1C=C2C=CC(=CC2=CC1)OCCCCCO 5-[(6-bromo-2-naphthyl)oxy]pentan-1-ol